ClC1=C(C=CC=C1)[C@@H](C)N(C(=O)OC(C)C=1C=NC(=C(C1)C)F)C1=C(SC=C1)C1=CC=C(C=C1)O 1-(6-fluoro-5-methylpyridin-3-yl)ethan-1-ol [(1R)-1-(2-chlorophenyl)ethyl]N-[2-(4-hydroxyphenyl)thiophen-3-yl]carbamate